FC(C1=NC(=CC(=C1)C(CCC(=O)C1=CC(=NC(=C1)C(F)(F)F)C(F)(F)F)=O)C(F)(F)F)(F)F 1,4-Bis(2,6-bis(trifluoromethyl)pyridin-4-yl)butane-1,4-dione